ClC1=CC(=C(C=C1Cl)C(C1CCN(CCC1)C(=O)OC(C)(C)C)=N[S@@](=O)C(C)(C)C)OCC=C tert-butyl 4-[[4,5-dichloro-2-(prop-2-en-1-yloxy)phenyl]([[(S)-2-methylpropane-2-sulfinyl]imino])methyl]azepane-1-carboxylate